6-(4-chlorophenyl)-9-isopropyl-2-(1-methyl-1H-pyrazol-4-yl)-2,6,9-triazaspiro[4.5]decane-1,7,10-trione ClC1=CC=C(C=C1)N1C2(CCN(C2=O)C=2C=NN(C2)C)C(N(CC1=O)C(C)C)=O